CN1N=CC2=CC(=CC=C12)\C=C\1/N=C(NC1=O)NCC=1SC=C(N1)C (4Z)-4-[(1-Methylindazol-5-yl)methylene]-2-[(4-methylthiazol-2-yl)methylamino]-1H-imidazol-5-one